(S)-1-(1-(aminomethyl)cyclopentane-1-carbonyl)-N-(6-(trifluoromethoxy)benzo[d]thiazol-2-yl)azetidine-2-carboxamide NCC1(CCCC1)C(=O)N1[C@@H](CC1)C(=O)NC=1SC2=C(N1)C=CC(=C2)OC(F)(F)F